C=1(C(=C(C2=CC=C3C=CC=C4C=CC1C2=C34)S(=O)(=O)[O-])S(=O)(=O)[O-])S(=O)(=O)[O-] Pyrentrisulfonate